6-methoxy-2,3-dimethyl-1,2,3,4-tetrahydroisoquinoline COC=1C=C2CC(N(CC2=CC1)C)C